4-[(3-chloro-2-fluorophenyl) amino]-7-methoxyquinazolin-6-yl (R)-2-methyl-4-(2-ethylbutyl)-piperazine-1-carboxylate C[C@H]1N(CCN(C1)CC(CC)CC)C(=O)OC=1C=C2C(=NC=NC2=CC1OC)NC1=C(C(=CC=C1)Cl)F